4-hydroxyphenacyl-coenzyme a OC1=CC=C(C(CSCCNC(CCNC([C@@H](C(COP(OP(OC[C@@H]2[C@H]([C@H]([C@@H](O2)N2C=NC=3C(N)=NC=NC23)O)OP(=O)(O)O)(=O)O)(=O)O)(C)C)O)=O)=O)=O)C=C1